7-[5-(p-fluorophenyl)-2-(6-quinolyl)-1,3-oxazol-4-yl]-1,7-diaza-8(7H)-naphthalenone FC1=CC=C(C=C1)C1=C(N=C(O1)C=1C=C2C=CC=NC2=CC1)N1C=CC=2C=CC=NC2C1=O